3-(3-((2-(3-((4-(Dimethylphosphoryl)-6-fluoro-1-tosyl-1H-indol-5-yl)oxy)phenyl)thiazol-4-yl)methyl)phenyl)propanoic acid CP(=O)(C)C1=C2C=CN(C2=CC(=C1OC=1C=C(C=CC1)C=1SC=C(N1)CC=1C=C(C=CC1)CCC(=O)O)F)S(=O)(=O)C1=CC=C(C)C=C1